3-methyl-5-(trifluoromethyl)benzonitrile CC=1C=C(C#N)C=C(C1)C(F)(F)F